C(#N)C1=CC=C(C=C1)C=1C=NC=CC1NC(=O)C1=NC2=CC(=CC=C2C=N1)NS(=O)(=O)C N-(3-(4-cyanophenyl)pyridin-4-yl)-7-(methylsulfonylamino)quinazoline-2-carboxamide